7-Bromo-4-[4-(5-chloro-1,3-benzooxazol-2-yl)piperidin-1-yl]-1-methyl-2-oxo-1,2-dihydroquinoline-3-carbonitrile BrC1=CC=C2C(=C(C(N(C2=C1)C)=O)C#N)N1CCC(CC1)C=1OC2=C(N1)C=C(C=C2)Cl